6-(2-(((1H-pyrrolo[3,2-c]pyridin-2-yl)methyl)amino)-2-oxoethoxy)-N-(dibenzo[b,d]furan-2-ylmethyl)-2-phenylpyrimidine-4-carboxamide N1C(=CC=2C=NC=CC21)CNC(COC2=CC(=NC(=N2)C2=CC=CC=C2)C(=O)NCC2=CC1=C(OC3=C1C=CC=C3)C=C2)=O